C1=C(C=CC2=CC=CC=C12)NC(=O)C=1SC(=CC1)CN1N=C(C=C1C)C N-(naphthalen-2-yl)-5-((3,5-dimethyl-1H-pyrazol-1-yl)methyl)thiophene-2-carboxamide